3-(4-hydroxyphenyl)-3-phenylisothiazole OC1=CC=C(C=C1)C1(NSC=C1)C1=CC=CC=C1